1-(Tert-Butoxycarbonyl)azetidine-3-carboxylic acid C(C)(C)(C)OC(=O)N1CC(C1)C(=O)O